3-((5-(aminomethyl)-1-(3-(methylsulfonyl)propyl)-1H-benzo[d]imidazol-2-yl)methyl)-1-(2,2,2-trifluoroethyl)-1,3-dihydro-2H-imidazo[4,5-c]pyridin-2-one NCC1=CC2=C(N(C(=N2)CN2C(N(C3=C2C=NC=C3)CC(F)(F)F)=O)CCCS(=O)(=O)C)C=C1